ClC1=NC=C(C=C1C(CC)NC1=C2N=CNC2=NC=N1)B1OC(C(O1)(C)C)(C)C N-(1-(2-chloro-5-(4,4,5,5-tetramethyl-1,3,2-dioxaborolan-2-yl)pyridin-3-yl)propyl)-9H-purin-6-amine